C(C)(C)(C)OC(N(CC1=CC=C(C=C1)C(N[C@H](CC1=CC(=CC=C1)OC)CCCC)=O)C12CC(C1)C2)=O.CC2=CC=C(C=C2)C(C2=CC=CC=C2)CCC(C2=CC=CC=C2)C2=CC=C(C=C2)C 1,2-bis(4-methylphenylbenzyl)ethane tert-butyl-(S)-bicyclo[1.1.1]pentan-1-yl(4-((1-(3-methoxyphenyl)hexan-2-yl)carbamoyl)benzyl)carbamate